1-(2-(2,5-dimethyl-1H-pyrrol-3-yl)-2-oxoethyl)-6-oxo-1,6-dihydropyridine-3-carbonitrile CC=1NC(=CC1C(CN1C=C(C=CC1=O)C#N)=O)C